CCCC=C 4-pentene